7-(4-fluorobenzyl)-1-(3-hydroxypropyl)-3-methyl-8-(3-(trifluoromethyl)phenyl)-1H-purine-2,6(3H,7H)-dione FC1=CC=C(CN2C(=NC=3N(C(N(C(C23)=O)CCCO)=O)C)C2=CC(=CC=C2)C(F)(F)F)C=C1